tert-butyl (2S,5R)-4-(1-(3-cyclopropylquinoxalin-6-yl) ethyl)-2,5-dimethylpiperazine-1-carboxylate C1(CC1)C=1C=NC2=CC=C(C=C2N1)C(C)N1C[C@@H](N(C[C@H]1C)C(=O)OC(C)(C)C)C